N1=C(C=CC=C1)CN(CC1=NC=CC=C1)CCCCCCCC N,N-bis(2-picolyl)octylamine